ClC=1C(=C(C(=CC1)N1N=NC(=C1)C(F)(F)F)C=1C=CC(=[N+](C1)[O-])[C@@H](CCOC(F)F)N1N=NC(=C1)C=1N(N=NC1)C(F)F)F (R)-5-(3-Chloro-2-fluoro-6-(4-(trifluoromethyl)-1H-1,2,3-triazol-1-yl)phenyl)-2-(3-(difluoromethoxy)-1-(3'-(difluoromethyl)-1H,3'H-[4,4'-bi(1,2,3-triazol)]-1-yl)propyl)pyridine 1-oxide